N-(3-(2-hydroxyethyl)oxetan-3-yl)-2-methyl-5-((4-methylthiazol-5-yl)methoxy)benzofuran-3-carboxamide OCCC1(COC1)NC(=O)C1=C(OC2=C1C=C(C=C2)OCC2=C(N=CS2)C)C